1-((3,4-Difluorophenyl)sulfonyl)-N-(5,7-dimethylbenzo[d]thiazol-2-yl)piperidine-4-carboxamide FC=1C=C(C=CC1F)S(=O)(=O)N1CCC(CC1)C(=O)NC=1SC2=C(N1)C=C(C=C2C)C